C(#N)C1=CC(=C(COC2=CC=CC(=N2)C=2CCN(CC2)CC=2S(C=CC2)C[C@H]2OCC2)C=C1)F (S)-2-((6-((4-cyano-2-fluorobenzyl)oxy)-3',6'-dihydro-[2,4'-bipyridin]-1'(2'H)-yl)methyl)-1-(oxetan-2-ylmethyl)-1H-thiophene